C(C)C(CC1=CC=C(S1)C=1SC2=C(N1)C=C1C(N=C(S1)C=1SC(=CC1)CC(CCCC)CC)=C2)CCCC 2,6-bis[5-(2-ethylhexyl)thiophen-2-yl]benzo[1,2-d:4,5-d']bis-thiazole